C(C)OC1=C(O[C@H]2CN(CCC2)C2=CN=CC(=N2)NC2=NC=CC(=C2)C2=CC=CC=C2)C=CC=C1 (R)-6-(3-(2-Ethoxyphenoxy)piperidin-1-yl)-N-(4-phenylpyridin-2-yl)pyrazin-2-amin